3-(4-allyl-2-methoxyphenoxy)propane-1,2-diol C(C=C)C1=CC(=C(OCC(CO)O)C=C1)OC